hydroxy-3-(pyrazin-2-ylsulfanyl)pyridine-4-carboxamidine OC1=NC=CC(=C1SC1=NC=CN=C1)C(=N)N